2-(1,4-dioxane-2-yl)acetic acid O1C(COCC1)CC(=O)O